3-(4-((4-aminopiperidin-1-yl)methyl)-1-oxoisoindolin-2-yl)piperidine NC1CCN(CC1)CC1=C2CN(C(C2=CC=C1)=O)C1CNCCC1